CN1C(=NN=C1)C[C@@H](C)C=1C=C(C=CC1)NC(=O)C1=NC=CC(=C1)C(=O)N1C[C@H](CC1)NC N-[3-[(2R)-1-(4-methyl-4H-1,2,4-triazol-3-yl)propan-2-yl]phenyl]-4-[(3S)-3-(methylamino)pyrrolidine-1-carbonyl]pyridine-2-carboxamide